Tert-butyl-5-bromoimidazo[1,2-a]pyridine zinc [Zn].C(C)(C)(C)C=1N=C2N(C(=CC=C2)Br)C1